NC1=CC=C(C=C1)C=1SC(=CN1)C1=C(C=C(C=C1)NC(C)=O)S(NC(C)(C)C)(=O)=O N-[4-[2-(4-aminophenyl)thiazol-5-yl]-3-(tert-butylsulfamoyl)phenyl]acetamide